N,N-bis(3-methoxybenzyl)-4-((3-methoxybenzyloxy)methyl)thiazol-2-amine COC=1C=C(CN(C=2SC=C(N2)COCC2=CC(=CC=C2)OC)CC2=CC(=CC=C2)OC)C=CC1